O1C=C(C2=C1C=CC=C2)C2=NN(C1=C2C=NC(=C1)C(=O)N1CC(CCC1)(F)F)CS(=O)(=O)C (3-benzofuran-3-yl-1-methanesulfonylmethyl-1H-pyrazolo[4,3-c]pyridin-6-yl)-(3,3-difluoro-piperidin-1-yl)-methanone